ClC=1C=CC(=C(C(=O)O)C1)NC(=O)C=1SC(=CC1)C1=C(C=CC=C1)F 5-chloro-2-({[5-(fluorophenyl)thiophen-2-yl]carbonyl}amino)benzoic acid